methyl 1-(2-aminopropyl)-4-bromo-1H-pyrrole-2-carboxylate NC(CN1C(=CC(=C1)Br)C(=O)OC)C